(S)-3-((3-(2-(4-chlorophenyl)-2-hydroxyethyl)-1,2,4-oxadiazol-5-yl)methyl)-5-(hydroxymethyl)-1-methylpyrimidine-2,4(1H,3H)-dione ClC1=CC=C(C=C1)[C@H](CC1=NOC(=N1)CN1C(N(C=C(C1=O)CO)C)=O)O